3-(5-bromopyrimidin-2-yl)-1-methylazetidin-3-ol BrC=1C=NC(=NC1)C1(CN(C1)C)O